N1=CC(=CC=C1)N1C=2N(C3=C(C1=O)C=NC(=N3)NC3=CC=C(C=C3)N3CCN(CC3)C)CCN2 6-(Pyridin-3-yl)-2-((4-(4-methylpiperazin-1-yl)phenyl)amino)-8,9-dihydroimidazo[1,2-a]pyrimido[5,4-e]pyrimidin-5(6H)-one